BrC1=CC=C(C=C1)C(CC)N1C[C@@H](N(C[C@H]1CC)C=1C2=C(N(C(N1)=O)C)C=CC(=N2)C#N)C 4-((2S,5R)-4-(1-(4-bromophenyl)propyl)-5-ethyl-2-methylpiperazin-1-yl)-1-methyl-2-oxo-1,2-dihydropyrido[3,2-d]pyrimidine-6-carbonitrile